BrC1=C2N(N=C1C1=NC=C(C=C1)F)CC(C2)(C([2H])([2H])[2H])C([2H])([2H])[2H] 3-bromo-2-(5-fluoropyridin-2-yl)-5,5-bis(methyl-d3)-5,6-dihydro-4H-pyrrolo[1,2-b]pyrazole